OC(CC1=COC=C1)O 3-(dihydroxyethyl)furan